ClC1=C(C(C#N)=C(C(=C1)Cl)Cl)C#N 3,5,6-trichloro-phthalonitrile